lanthanum triguanidine NC(=N)N.NC(=N)N.NC(=N)N.[La]